C1(CC1)C=1OC=C(N1)C=1C=C(C=CC1)N(C(=O)[C@@H]1CC[C@H](CC1)CC(=O)O)C[C@@H]1CC[C@H](CC1)C1=NC(=C(C=C1)OC)C 2-(trans-4-((3-(2-Cyclopropyloxazol-4-yl)phenyl)((trans-4-(5-methoxy-6-methylpyridin-2-yl)cyclohexyl)methyl)carbamoyl)cyclohexyl)acetic acid